C(CCCCCCCCCCC)N1C(CCC1)=S N-Dodecylpyrrolidine-2-thione